7-CHLORO-5-HYDROXYINDOLE-3-CARBOXALDEHYDE ClC=1C=C(C=C2C(=CNC12)C=O)O